((1R,3s,5S)-6,6-difluoro-bicyclo[3.1.0]hexane-3-yl)methylamine FC1([C@H]2CC(C[C@@H]12)CN)F